(4R,5S)-4-hydroxy-5-((R)-5H-imidazo[5,1-a]isoindol-5-yl)azepan-1-sulfonamide O[C@@H]1CCN(CC[C@H]1[C@H]1N2C(C3=CC=CC=C13)=CN=C2)S(=O)(=O)N